FC1=CC(=C2CCN(C2=C1)C(=O)OC(C)(C)C)C=C Tert-butyl 6-fluoro-4-vinylindoline-1-carboxylate